[1,1'-biphenyl]-2,2'-dicarbonitrile C=1(C(=CC=CC1)C#N)C=1C(=CC=CC1)C#N